C1(CCCCC1)CN1N=C2C=C(C(=CC2=C1)OC1=C(C=C(C=C1)F)F)C(=O)NCCN1CC(CCC1)COC 2-(cyclohexylmethyl)-5-(2,4-difluorophenoxy)-N-(2-(3-(methoxymethyl)piperidin-1-yl)ethyl)-2H-indazole-6-carboxamide